C(C1=CC=CC=C1)C=1NC(=NN1)C(=O)N[C@@H]1CC2(C3=C(NC1=O)N=CC=C3)CC2 (R)-5-benzyl-N-(8'-oxo-6',7',8',9'-tetrahydrospiro[cyclopropane-1,5'-pyrido[2,3-b]azepin]-7'-yl)-4H-1,2,4-triazole-3-carboxamide